isophthalate Sodium [Na+].C(C1=CC(C(=O)[O-])=CC=C1)(=O)[O-].[Na+]